2-methyl-1-(4-methylsulfanylphenyl)-2-(4-morpholinyl)-1-propanone CC(C(=O)C1=CC=C(C=C1)SC)(C)N1CCOCC1